(1R,2S)-2-amino-2-(4-fluoro-phenyl)-1-(naphthalen-2-yl)ethane-1-ol Ethyl-4,5,6,7-tetrahydro-[1,2,3]triazolo[1,5-a]pyridine-5-carboxylate C(C)C=1N=NN2C1CC(CC2)C(=O)O[C@@H]([C@H](C2=CC=C(C=C2)F)N)C2=CC1=CC=CC=C1C=C2